C(CCCCCCCCCCCCCCCCC)(=O)O.C(C(CCC)O)(O)(O)O pentanetetraol stearate